(E)-1-(2,8-dimethyl-1,2,3,4,4a,9b-hexahydro-5H-pyrido[4,3-b]indol-5-yl)-3-(thiazol-2-yl)prop-2-en-1-one CN1CC2C(N(C=3C=CC(=CC23)C)C(\C=C\C=2SC=CN2)=O)CC1